1,3a,4,5,10,11a-hexahydro-2H-benzo[b]pyrrolo[2,3-f][1,4]diazocin-2,11(3H)-dione N1C(CC2C1C(NC1=C(NC2)C=CC=C1)=O)=O